(racemic)-4-(3-chloro-4-(9-(4-cyanobenzyl)-6-(1-methylcyclopropoxy)-9H-purin-8-yl)phenoxy)-2-methylbutanoic acid ClC=1C=C(OCC[C@H](C(=O)O)C)C=CC1C=1N(C2=NC=NC(=C2N1)OC1(CC1)C)CC1=CC=C(C=C1)C#N |r|